N1(CCCC1)CCC1=CC=C(C=C)C=C1 4-(2-pyrrolidinoethyl)styrene